5-fluoro-4-methylene-7-(trifluoromethyl)isochromanelauryl-dimethylaminopropylmethacrylamide FC1=C2C(COC(C2=CC(=C1)C(F)(F)F)CCCCCCCCCCCCC(=C(C(=O)N)C)CCCN(C)C)=C